O1COC2=C1C=CC(=C2)C2=C1C=C(C(=CC1=C(C1=C2C(OC1)=O)OC1OCC(C(C1O)OC)OC)OC)OC 9-(benzo[d][1,3]dioxol-5-yl)-6,7-dimethoxy-4-(tetrahydro-3-hydroxy-4,5-dimethoxy-2H-pyran-2-yloxy)naphtho[2,3-c]furan-1(3H)-one